O-(2-amino-4,5-dimethoxyphenyl)-N-(tert-butoxycarbonyl)-L-serine methyl ester COC([C@@H](NC(=O)OC(C)(C)C)COC1=C(C=C(C(=C1)OC)OC)N)=O